BrC1=CC=C2C3(CC=4C(=NOC4C2=C1)NS(=O)(=O)C1=CC=CC=2OC(OC21)(F)F)CC3 N-(8'-bromo-4'H-spiro[cyclopropane-1,5'-naphtho[2,1-d]isoxazol]-3'-yl)-2,2-difluorobenzo[d][1,3]dioxole-4-sulfonamide